3,5,6-Trichloro-1,2,4-triazine ClC=1N=NC(=C(N1)Cl)Cl